C(C(C)C)[C@@H]1NC(N(C1=O)C1CC2(CC(C2)OC2=C(C(=O)N)C=CC=N2)C1)=O (((R)-6-((S)-4-isobutyl-2,5-dioxoimidazolidin-1-yl)spiro[3.3]heptan-2-yl)oxy)nicotinamide